[C@@H]12NC[C@@H]([C@@H](C1)OC(=O)C=1C(=NOC1C1CC1)C1=C(C=CC=C1Cl)Cl)C2 5-cyclopropyl-3-(2,6-dichlorophenyl)-1,2-oxazole-4-carboxylic acid (1S,4S,5R)-2-azabicyclo[2.2.1]heptane-5-yl ester